C[C@]12CC(C[C@](CC1)(N2)C)N(C2=CC=C(N=N2)C2=C(C=C(C(=C2F)F)C2=CN=NC(=C2)OC)O)C 2-(6-(((1R,3s,5S)-1,5-dimethyl-8-azabicyclo[3.2.1]octan-3-yl)(methyl)amino)pyridazin-3-yl)-3,4-difluoro-5-(6-methoxypyridazin-4-yl)phenol